4-(5-phenylamino-1,3,4-thiadiazol-2-yl)benzoic acid methyl ester COC(C1=CC=C(C=C1)C=1SC(=NN1)NC1=CC=CC=C1)=O